(R,E)-N-(4-(3-((5-chloropyrimidin-2-yl)amino)pyrrolidine-1-carbonyl)benzyl)-4-(dimethylamino)but-2-enamide ClC=1C=NC(=NC1)N[C@H]1CN(CC1)C(=O)C1=CC=C(CNC(\C=C\CN(C)C)=O)C=C1